BrC1C(N(CCO1)Br)=O dibromomorpholone